COC(CC(C1=CC=CC=C1)C1=NN(C2=C(C=CC=C12)C(=O)OC)C)=O methyl 3-(3-methoxy-3-oxo-1-phenylpropyl)-1-methyl-1H-indazole-7-carboxylate